Nα-benzoyl-L-arginine 4-nitroanilide hydrochloride Cl.[N+](=O)([O-])C1=CC=C(NC([C@@H](NC(C2=CC=CC=C2)=O)CCCNC(N)=N)=O)C=C1